2,2-dimethylmorpholine-4-carbonyl chloride CC1(CN(CCO1)C(=O)Cl)C